N-[(8-methoxy-10,11-dihydro-5H-dibenzo[a,d][7]annulen-10-yl)methyl]acetamide COC=1C=CC2=C(C(CC3=C(C2)C=CC=C3)CNC(C)=O)C1